(4-bromobenzyl)trimethylammonium BrC1=CC=C(C[N+](C)(C)C)C=C1